(S)-5-Fluoro-N,N-diisopropyl-2-((5-(3-((9-(methylsulfonamido)-3-azaspiro[5.5]undec-3-yl)methyl)pyrrolidin-1-yl)-1,2,4-triazin-6-yl)oxy)benzamide FC=1C=CC(=C(C(=O)N(C(C)C)C(C)C)C1)OC1=C(N=CN=N1)N1C[C@@H](CC1)CN1CCC2(CC1)CCC(CC2)NS(=O)(=O)C